C1(CCC1)[C@@H](C)NC(=O)[C@H]1CN(CC[C@@H]1NC(=O)C1=NOC(=C1)C1=C(C=C(C=C1)F)F)C1CCCCC1 (3S,4S)-1-cyclohexyl-4-{[5-(2,4-difluoro-phenyl)-isoxazole-3-carbonyl]-amino}-piperidine-3-carboxylic acid ((R)-1-cyclobutyl-ethyl)-amide